benzyl (2-(2-(4-fluorophenyl)-6-(1,1,1-trifluoro-2-hydroxy-3-(4-methyl-2-(pyrimidin-2-yl)thiazole-5-carboxamido)propan-2-yl)pyridin-4-yl)propan-2-yl)carbamate FC1=CC=C(C=C1)C1=NC(=CC(=C1)C(C)(C)NC(OCC1=CC=CC=C1)=O)C(C(F)(F)F)(CNC(=O)C1=C(N=C(S1)C1=NC=CC=N1)C)O